4-((4-(2-(2-aminopyridin-3-yl)-6-(trifluoromethyl)-1H-benzo[d]imidazol-1-yl)benzyl)carbamoyl)-3-methylbenzoic acid NC1=NC=CC=C1C1=NC2=C(N1C1=CC=C(CNC(=O)C3=C(C=C(C(=O)O)C=C3)C)C=C1)C=C(C=C2)C(F)(F)F